1-(5-((4-(Benzo[d]isothiazol-3-yl)piperazin-1-yl)methyl)-1-oxoisoindolin-2-yl)dihydropyrimidine-2,4(1H,3H)-dione S1N=C(C2=C1C=CC=C2)N2CCN(CC2)CC=2C=C1CN(C(C1=CC2)=O)N2C(NC(CC2)=O)=O